COC1C=C(CCC(O)CC(O)CCC2C=CC(O)=C(OC)C=2)C=CC=1O Octahydrocurcumin